diphenyl-ethyl-biphenol C1(=CC=CC=C1)C1=C(C(=C(C(=C1)O)C=1C(=CC=CC1)O)CC)C1=CC=CC=C1